C(C)(C)(C)OC(=O)N1CCC2(CC2C(NC2=NC=CN=C2)=O)CC1 1-(pyrazin-2-ylcarbamoyl)-6-azaspiro[2.5]octane-6-carboxylic acid tert-butyl ester